N-ethyl-6-methoxy-2-(methylsulfonyl)-5-(trifluoromethyl)pyrimidin-4-amine C(C)NC1=NC(=NC(=C1C(F)(F)F)OC)S(=O)(=O)C